tert-butyl ((R)-1-(((S)-1-((5-chloro-2-(2-((3-hydroxypropyl)amino)-2-oxoethoxy)benzyl)amino)-1-oxopropan-2-yl)amino)-1-oxo-4-phenylbutan-2-yl)carbamate ClC=1C=CC(=C(CNC([C@H](C)NC([C@@H](CCC2=CC=CC=C2)NC(OC(C)(C)C)=O)=O)=O)C1)OCC(=O)NCCCO